2-(3-hydroxyphenyl)-N-(4-(1-(2-methylbenzoyl)indolin-5-yl)thiazol-2-yl)acetamide OC=1C=C(C=CC1)CC(=O)NC=1SC=C(N1)C=1C=C2CCN(C2=CC1)C(C1=C(C=CC=C1)C)=O